tert-Butyl 4-[4-[3-cyano-4-((1S)-2,2,2-trifluoro-1-phenyl-ethoxy)pyrazolo[1,5-a]pyridin-6-yl]-5-methyl-1,2,3-triazol-1-yl]piperidine-1-carboxylate C(#N)C=1C=NN2C1C(=CC(=C2)C=2N=NN(C2C)C2CCN(CC2)C(=O)OC(C)(C)C)O[C@H](C(F)(F)F)C2=CC=CC=C2